CN1C(N(C=2N=C(N(C2C1=O)C)SCC=1C=NC=CC1)C)=O 1,3,7-trimethyl-8-(pyridin-3-ylmethylsulfanyl)-1H-purine-2,6(3H,7H)-dione